Cl.Cl.C(C1=CC=CC=C1)(=O)C=1C=C2C(=NC1)C(CN2C(CN2[C@H](CN[C@@H](C2)C)CN2C(CCC2)=O)=O)(C)C 1-{[(2R,5R)-1-(2-{6-Benzoyl-3,3-dimethyl-1H,2H,3H-pyrrolo[3,2-b]pyridin-1-yl}-2-oxoethyl)-5-methylpiperazin-2-yl]methyl}pyrrolidin-2-one dihydrochloride